BrC=1C=NN2C1N=C(N=C2NCC2=NC1=C(N2)C=CC(=C1)OC)S(=O)C 8-bromo-N-[(5-methoxy-1H-benzimidazol-2-yl)methyl]-2-methylsulfinyl-pyrazolo[1,5-a][1,3,5]triazin-4-amine